5-(5-chloro-1H-pyrrolo[2,3-b]pyridin-3-yl)-N,N-dimethylbenzamide ClC=1C=C2C(=NC1)NC=C2C=2C=CC=C(C(=O)N(C)C)C2